tert-butyl 3-(6'-chloro-8'-(2-((2,5-dioxopyrrolidin-1-yl)methyl)thieno[3,2-b]pyridin-7-yl)-2',3'-dihydro-1'H-spiro[cyclopropane-1,4'-quinolin]-1'-yl)azetidine-1-carboxylate ClC=1C=C2C3(CCN(C2=C(C1)C1=C2C(=NC=C1)C=C(S2)CN2C(CCC2=O)=O)C2CN(C2)C(=O)OC(C)(C)C)CC3